COC(C1=C(C(=CC(=C1)F)F)Br)=O 2-bromo-3,5-difluorobenzoic acid methyl ester